9,10-bis(naphthalene-2-yl)anthracene C1=C(C=CC2=CC=CC=C12)C=1C2=CC=CC=C2C(=C2C=CC=CC12)C1=CC2=CC=CC=C2C=C1